1,1,1-tris(acetyloxy)-1λ5,2-benziodoxol-3(1H)-one C(C)(=O)OI1(OC(C2=C1C=CC=C2)=O)(OC(C)=O)OC(C)=O